[K].C(CC)#N propionitrile monopotassium salt